C(CCC)C=1C=C(C=2C3C(C(OC2C1)(C)C)=CC=CC3)O 3-Butyl-6,6-dimethyl-10,10a-dihydrobenzo[c]chromen-1-ol